CC1CNCCC1C(=O)O 3-Methylpiperidine-4-carboxylic acid